FC=1C=CC(=C(C1)NC1=C(C(=O)NC2=CC(=NN2C)C(F)(F)F)C=CC=C1)C 2-((5-fluoro-2-methylphenyl)amino)-N-(1-methyl-3-(trifluoromethyl)-1H-pyrazol-5-yl)benzamide